COC=1C=C(\C=C/2\C(N(C(C2)=O)CCCCCCC(=O)NO)=O)C=CC1 (E)-7-(3-(3-methoxybenzylidene)-2,5-dioxopyrrolidinyl)-N-hydroxyheptanamide